4-fluoro-5-hydroxy-6-methoxybenzo[b]thiophene-2-carboxylic acid methyl ester COC(=O)C1=CC2=C(S1)C=C(C(=C2F)O)OC